tert-Butyl ((1S)-1-(4-cyclopropyl-2,5-dioxoimidazolidin-4-yl)ethyl)carbamate C1(CC1)C1(NC(NC1=O)=O)[C@H](C)NC(OC(C)(C)C)=O